7-Fluoroquinazolin-4(3H)-one FC1=CC=C2C(NC=NC2=C1)=O